3-methyl-2-(2-(3-methyl-5,6,7,8-tetrahydroimidazo[1,2-a]pyridin-6-yl)-2H-pyrazolo[3,4-b]pyridin-6-yl)-5-(trifluoromethyl)phenol CC=1C(=C(C=C(C1)C(F)(F)F)O)C=1C=CC=2C(N1)=NN(C2)C2CCC=1N(C2)C(=CN1)C